O1C(N=CC=C1)=S 1,3-oxazine-2-thione